tert-Butyl 3-[2-oxo-3-[1-(trifluoromethyl)cyclopropyl]propoxy]pyrazole-1-carboxylate O=C(COC1=NN(C=C1)C(=O)OC(C)(C)C)CC1(CC1)C(F)(F)F